ethylene glycol mono-tertbutyl ether C(C)(C)(C)OCCO